C(N)(=O)C=1C=C(C=NC1)N1C[C@@H](CC1)C=1C=C(C(=O)O)C=CC1C (S)-3-(1-(5-carbamoyl-pyridin-3-yl)pyrrolidin-3-yl)-4-methylbenzoic acid